OC1=C(C(=CC(=C1)OCC1=CC=CC=C1)OC)C(C=CC1=CC=CC=C1)=O 1-(2-Hydroxy-6-methoxy-4-phenylmethoxyphenyl)-3-phenylprop-2-en-1-one